ethyl (2S)-2-[[(2S)-3-[3,5-bis(2-hydroxyethylsulfanyl)phenyl]-2-(tert-butoxycarbonylamino)propanoyl]amino]-3-phenyl-propanoate OCCSC=1C=C(C=C(C1)SCCO)C[C@@H](C(=O)N[C@H](C(=O)OCC)CC1=CC=CC=C1)NC(=O)OC(C)(C)C